ClC=1C=C(C=C(C1)F)C1=CC2=C(O[C@H](CN2S(=O)(=O)C2=CC(=CC=C2)C(F)(F)F)CCC(=O)O)C=C1 (S)-3-(6-(3-chloro-5-fluorophenyl)-4-((3-(trifluoromethyl)phenyl)sulfonyl)-3,4-dihydro-2H-benzo[b][1,4]-oxazin-2-yl)propanoic acid